(E)-N-(6-fluoro-6-(1H-imidazol-1-yl)-5-(naphthalen-2-yl)hex-5-en-3-yl)benzamide F/C(=C(\CC(CC)NC(C1=CC=CC=C1)=O)/C1=CC2=CC=CC=C2C=C1)/N1C=NC=C1